C(C)(C)(C)O[Si](C)(C)C=CC1=CC=CC=C1 tert-Butoxydimethylsilylstyrene